bis(1-phenylisoquinolyl)iridium (iii) C1(=CC=CC=C1)C1=NC(=CC2=CC=CC=C12)[Ir+]C=1N=C(C2=CC=CC=C2C1)C1=CC=CC=C1